tert-butyl ((3R,4R)-4-fluoro-1-(6-((3-methoxy-1-methyl-1H-pyrazol-4-yl)amino)-9-methyl-9H-purin-2-yl)pyrrolidin-3-yl)carbamate F[C@H]1[C@@H](CN(C1)C1=NC(=C2N=CN(C2=N1)C)NC=1C(=NN(C1)C)OC)NC(OC(C)(C)C)=O